ClC1=C(C=CC(=C1)C(F)(F)F)NC(CN1C=2N(C(C(=C1CC)N1CCN(CC1)C(=O)C1=NC=NC(=C1O)C)=O)N=C(N2)CC)=O N-(2-chloro-4-(trifluoromethyl)phenyl)-2-(2,5-diethyl-6-(4-(5-hydroxy-6-methylpyrimidine-4-carbonyl)piperazin-1-yl)-7-oxo-[1,2,4]triazolo[1,5-a]pyrimidin-4(7H)-yl)acetamide